FC1=CC2=C(N(C(=N2)N2C[C@H]([C@@H](CC2)F)N)CC=2SC(=CN2)C)C=C1F (3R,4R)-1-(5,6-Difluoro-1-((5-methylthiazol-2-yl)methyl)-1H-benzo[d]imidazol-2-yl)-4-fluoropiperidin-3-amin